3,3'-dithiobis-1-propanesulfonic acid C(CCSSCCCS(=O)(=O)O)S(=O)(=O)O